S(=O)(=O)(O)C1(C(=O)NC(C1)=O)O Sulfo-Hydroxysuccinimid